C(CC)OC(CCCCCC\C=C/CCO)OCCC (3Z)-11,11-dipropoxy-3-undecen-1-ol